p-xylylene-diamine C1(=CC=C(C=C1)CN)CN